N-[(1S)-1-[[(1S)-2-amino-2-oxo-1-[[(3S)-2-oxo-3-piperidyl]methyl]ethyl]carbamoyl]-3,3-dimethyl-butyl]-7-fluoro-1H-indole-2-carboxamide NC([C@H](C[C@H]1C(NCCC1)=O)NC(=O)[C@H](CC(C)(C)C)NC(=O)C=1NC2=C(C=CC=C2C1)F)=O